C(C1=CC=CC=C1)N1S(C2=C(N(C1)CC1=CC=C(C(=O)NO)C=C1)C=CC(=C2)Cl)(=O)=O 4-((2-benzyl-7-chloro-1,1-dioxo-2,3-dihydro-4H-benzo[e][1,2,4]thiadiazin-4-yl)methyl)-N-hydroxybenzoamide